NC=1C=CC(=C(C(=O)O)C1)O 5-amino-2-hydroxybenzoic acid